tert-Butyl 4-(2-chloroacetamido)piperidine-1-carboxylate ClCC(=O)NC1CCN(CC1)C(=O)OC(C)(C)C